Benzyl (2S,4S)-4-([1,1'-biphenyl]-4-ylmethyl)-2-(tert-butyl)-5-oxooxazolidine-3-carboxylate C1(=CC=C(C=C1)C[C@@H]1N([C@@H](OC1=O)C(C)(C)C)C(=O)OCC1=CC=CC=C1)C1=CC=CC=C1